CC1(C(N(C2=CC=CC=C12)CCCCCC)=CC1=C(C(C1=O)=CC1=[N+](C2=CC=CC=C2C1(C)C)CCCCCC)O)C 2-[[3-[(1,3-dihydro-3,3-dimethyl-1-hexyl-2H-indol-2-ylidene)methyl]-2-hydroxy-4-oxo-2-cyclobuten-1-ylidene]methyl]-3,3-dimethyl-1-hexyl-3H-indolium